ClC1=C(C=C(C(=C1)F)C1=NC=NC2=CC(=CC=C12)N1CCOCC1)C(O)C=1N=NC(=C(C1)C)OC [2-Chloro-4-fluoro-5-(7-morpholin-4-yl-quinazolin-4-yl)-phenyl]-(6-methoxy-5-methylpyridazin-3-yl)methanol